bisbenzo[1,3]dioxan-5-ylmethane O1COCC2=C1C=CC=C2CC2=CC=CC1=C2COCO1